ethyl-4-methylpentanamide C(C)C(C(=O)N)CC(C)C